NC1=NC=NN2C1=C(C=C2C2CCN(CC2)C(C(C)C)=O)C2=CC=C(C=C2)NC(=O)C2=CN=C(N(C2=O)C2=CC=CC=C2)C=2C=NC=CC2 N-{4-[4-Amino-7-(1-isobutyrylpiperidin-4-yl)pyrrolo[2,1-f][1,2,4]triazin-5-yl]phenyl}-6-oxo-1-phenyl-2-pyridin-3-yl-1,6-dihydropyrimidine-5-carboxamide